5-decyl-2-[3-(triethoxysilyl)propyl]-2H-tetrazole C(CCCCCCCCC)C=1N=NN(N1)CCC[Si](OCC)(OCC)OCC